FC1=CC(=C(C=C1)B1OC(C(O1)(C)C)(C)C)C1(CC1)F 2-(4-fluoro-2-(1-fluorocyclopropyl)phenyl)-4,4,5,5-tetramethyl-1,3,2-dioxaborolane